8-(2-chloropropyl)-4-((5-phenylfuran-2-yl)methyl)-1-thia-4,8-diazaspiro[4.5]decan-3-one ClC(CN1CCC2(N(C(CS2)=O)CC=2OC(=CC2)C2=CC=CC=C2)CC1)C